3-((2-chloro-4-(trifluoromethyl)phenoxy)methyl)-5-(dimethylamino)benzoic acid ClC1=C(OCC=2C=C(C(=O)O)C=C(C2)N(C)C)C=CC(=C1)C(F)(F)F